tert-butyl 2-[(3-acetyl-2-fluoro-phenyl)-difluoro-methyl]morpholine-4-carboxylate C(C)(=O)C=1C(=C(C=CC1)C(C1CN(CCO1)C(=O)OC(C)(C)C)(F)F)F